ClC1=C(OC[C@@H]2[C@@H](CN(CC2)C(=O)OC(C)(C)C)C)C=CC(=C1)F tert-Butyl cis-4-((2-chloro-4-fluorophenoxy)methyl)-3-methylpiperidine-1-carboxylate